C[C@@H]1C2=C(OC1)C=C1CCCC1=C2NC(=O)N=[S@@](=O)(N)C=2C=NN1C2OCCC1 (S)-N'-(((R)-3-methyl-3,5,6,7-tetrahydro-2H-indeno[5,6-b]furan-4-yl)carbamoyl)-6,7-dihydro-5H-pyrazolo[5,1-b][1,3]oxazine-3-sulfonimidamide